N-[(1S)-1-[1-(2,2-difluoroethyl)azetidin-3-yl]ethyl]-5-[4-(trifluoromethyl)phenyl]naphthalene-2-carboxamide FC(CN1CC(C1)[C@H](C)NC(=O)C1=CC2=CC=CC(=C2C=C1)C1=CC=C(C=C1)C(F)(F)F)F